Cl.FC=1C=C(C=NC1)[C@@H](O)[C@@H]1N[C@H](CC1)C1=CC=C(C=C1)OC (R)-(5-Fluoropyridin-3-yl)((2R,5R)-5-(4-methoxyphenyl)pyrrolidin-2-yl)methanol hydrochloride